C(C)(C)(C)OC([C@H](CC1=CC=C(C=C1)N1C(CN(CC1)CCOCC)=O)N)=O (S)-2-amino-3-(4-(4-(2-ethoxyethyl)-2-oxopiperazin-1-yl)phenyl)propionic acid tert-butyl ester